trans-4-[(3,5-dimethyl-[1,2,4]triazolo[4,3-a]pyridin-6-yl)methyl]cyclohexanecarboxylic acid CC1=NN=C2N1C(=C(C=C2)C[C@@H]2CC[C@H](CC2)C(=O)O)C